2-[(6-methoxy-2-methyl-1,2,3,4-tetrahydroisoquinolin-7-yl)amino]-4-{[(3R,4S)-4-(methylsulfanyl)oxolan-3-yl]amino}pyrimidine-5-carboxamide COC=1C=C2CCN(CC2=CC1NC1=NC=C(C(=N1)N[C@@H]1COC[C@H]1SC)C(=O)N)C